C1(=CC=CC=C1)C1=C(C(C(=O)O)=CC=C1)O.C1(=CC=CC=C1)C1=C(C(C(=O)O)=CC=C1)O.[Cu] copper bis(3-phenylsalicylic acid)